BrC(C(=O)C=1C=C2CCNC2=CC1)Br 5-(2,2-dibromo-acetyl)-1,3-dihydro-indole